CN1N=NN=C1\C(\C1=CC=CC=C1)=N/OCC1=CC=CC=N1 6-[({[(Z)-(1-methyl-1H-tetrazol-5-yl)(phenyl)methylene]amino}oxy)methyl]pyridin